NC1(CN(C1)C1=NN2C(S1)=NC=C2C=2C(=NC(=CC2)C(C)C)OC)CO (3-amino-1-(5-(6-isopropyl-2-methoxypyridin-3-yl)imidazo[2,1-b][1,3,4]thiadiazol-2-yl)azetidin-3-yl)methanol